(26Z,29Z)-N-methylpentatriaconta-26,29-dien-17-amine CNC(CCCCCCCCCCCCCCCC)CCCCCCCC\C=C/C\C=C/CCCCC